(2'S,4S,7R)-2-chloro-4-(difluoromethyl)-2'-methyl-spiro[5H-thieno[2,3-c]pyran-7,4'-piperidin]-4-ol ClC1=CC2=C(S1)[C@@]1(C[C@@H](NCC1)C)OC[C@]2(O)C(F)F